FC=1C=C(C(=O)NC([2H])([2H])[2H])C=C(C1)[C@@H](C)N1C=NC2=CC(=CC=C2C1=O)C=1C=NNC1C(F)(F)F (R)-3-Fluoro-N-(methyl-d3)-5-(1-(4-oxo-7-(5-(trifluoromethyl)-1H-pyrazol-4-yl)quinazolin-3(4H)-yl)ethyl)benzamide